(rac)-Ethanesulfonic acid {cyclopropyl-[5-(1-methyl-2-oxo-1,2,3,4-tetrahydro-quinolin-6-yl)-pyridin-3-yl]-methyl}-amide C1(CC1)[C@H](C=1C=NC=C(C1)C=1C=C2CCC(N(C2=CC1)C)=O)NS(=O)(=O)CC |r|